C(#N)C1=C(C=C(C=C1)NC(=O)N1C2CC(CC1C2)C)C=2C=NC=C(C2)F trans-N-(4-cyano-3-(5-fluoropyridin-3-yl)phenyl)-3-methyl-6-azabicyclo[3.1.1]heptane-6-carboxamide